COC(=O)C=1C2=C(NN1)CCOC2 1,4,6,7-Tetrahydropyrano[4,3-c]pyrazole-3-carboxylic acid methyl ester